ClC1C=2N(C3=C(CC14OCCO4)C=CC=C3)C(=NN2)C2CN(CC2)CC=2C=NC=CC2 chloro-1'-[1-(pyridin-3-ylmethyl)pyrrolidin-3-yl]-4'H,6'H-spiro[1,3-dioxolan-2,5'-[1,2,4]triazolo[4,3-a][1]benzazepine]